isothiazolo[4,3-b]pyridin N=1SC=C2N=CC=CC21